ethyl 3-cyclopropyl-1H-1,2,4-triazole-5-carboxylate C1(CC1)C1=NNC(=N1)C(=O)OCC